1,3-diisopropylimidazole tetrafluoroborate F[B-](F)(F)F.C(C)(C)N1CN(C=C1)C(C)C